[Cl-].C[N+](CCOC(=O)C=C)(C)C trimethyl-2-acroyloxyethyl-ammonium chloride